C(C=1N=C(NC1C)CC)C=1N=C(NC1C)CC 4,4'-methanediylbis-(2-ethyl-5-methyl-1H-imidazole)